2-Cyclobutylaminoethan C1(CCC1)NCC